methyl-((2-(difluoromethyl) phenoxy) methyl) benzoate C(C1=CC=CC=C1)(=O)OC(OC1=C(C=CC=C1)C(F)F)C